2-chloromethyl-1-tert-butoxycarbonyl-6-chlorobenzimidazole ClCC1=NC2=C(N1C(=O)OC(C)(C)C)C=C(C=C2)Cl